tert-Butyl N-[2-[2-[4-cyano-2-(2-methyl-6-morpholin-4-ylpyridin-4-yl)oxyphenyl]pyrimidin-5-yl]ethyl]carbamate C(#N)C1=CC(=C(C=C1)C1=NC=C(C=N1)CCNC(OC(C)(C)C)=O)OC1=CC(=NC(=C1)N1CCOCC1)C